(1R,3s,5S)-N-(4,6-dichloropyrimidin-2-yl)-9-(ethylsulfonyl)-N-methyl-9-azabicyclo[3.3.1]nonan-3-amine ClC1=NC(=NC(=C1)Cl)N(C1C[C@H]2CCC[C@@H](C1)N2S(=O)(=O)CC)C